C(C)S(=O)(=O)NC1=CC(=C(OC=2C=C(OCCN(C(OC(C)(C)C)=O)C)C=CC2)C=C1)C=1C2=C(C(N(C1)C)=O)NC=C2 tert-butyl (2-(3-(4-(ethylsulfonamido)-2-(6-methyl-7-oxo-6,7-dihydro-1H-pyrrolo[2,3-c]pyridin-4-yl)phenoxy)phenoxy)ethyl)(methyl)carbamate